N1N=CC2=CC=C(C=C12)CC(=O)ON1C(CCC1=O)=O 2,5-dioxopyrrolidin-1-yl 2-(1H-indazol-6-yl)acetate